C(#N)C1=CC(=C(CNS(=O)(=O)C=2C=NN(C2)CC=2N=C3N(C=C(C=C3)C3CC3)C2)C(=C1)C)C N-(4-cyano-2,6-dimethylbenzyl)-1-((6-cyclopropylimidazo[1,2-a]pyridin-2-yl)methyl)-1H-pyrazole-4-sulfonamide